(Z)-2-(1-(4-((4,4-difluorocyclohexyl)oxy)benzylidene)-5-fluoro-2-methyl-1H-inden-3-yl)acetic acid FC1(CCC(CC1)OC1=CC=C(\C=C/2\C(=C(C3=CC(=CC=C23)F)CC(=O)O)C)C=C1)F